2-[4-(hydroxymethyl)imidazol-1-yl]pyrimidin-5-ol OCC=1N=CN(C1)C1=NC=C(C=N1)O